ClC=1C(=NN(C1C(=O)NC1=CC(=NC=C1)C(=O)N)CC1CC(C1)(F)F)C(C)(F)F 4-(4-chloro-1-((3,3-difluorocyclobutyl)methyl)-3-(1,1-difluoroethyl)-1H-pyrazole-5-carboxamido)picolinamide